CN([C@@H]1CN(CC1)C=1C=NC2=CC=C(N=C2C1)C=1C(=NNC1)C1=NC(=CC=C1)C)C |r| rac-(3S)-N,N-dimethyl-1-[6-[3-(6-methyl-2-pyridyl)-1H-pyrazol-4-yl]-1,5-naphthyridin-3-yl]pyrrolidin-3-amine